NC=1C(=NC2=C(C(=C(C=C2C1N([C@H]1[C@H]2CN([C@@H]1C2)C(=O)OC(C)(C)C)C(=O)OC(C)(C)C)CCC#N)Br)F)SC tert-butyl (1R,4R,5S)-5-((3-amino-7-bromo-6-(2-cyanoethyl)-8-fluoro-2-(methylsulfanyl) quinolin-4-yl) (tert-butoxycarbonyl) amino)-2-azabicyclo[2.1.1]hexane-2-carboxylate